Benzyl (S)-1-(tetrahydro-2H-pyran-2-yl)cyclobutane-1-carboxylate O1[C@@H](CCCC1)C1(CCC1)C(=O)OCC1=CC=CC=C1